4-Cyclopropyl-2-[(4,4-difluoro-3-methyl-1-piperidinyl)methyl]-1-(p-tolylsulfonyl)-6H-pyrrolo[2,3-c]pyridin-7-one C1(CC1)C=1C2=C(C(NC1)=O)N(C(=C2)CN2CC(C(CC2)(F)F)C)S(=O)(=O)C2=CC=C(C=C2)C